2-[2-(2-Cyclopropylethyl)-5-(ethylsulfonyl)-1-methyl-1H-imidazol-4-yl]-3-methyl-6-(trifluoromethyl)-3H-imidazo[4,5-c]pyridine C1(CC1)CCC=1N(C(=C(N1)C1=NC2=C(C=NC(=C2)C(F)(F)F)N1C)S(=O)(=O)CC)C